C(C)(C)(C)OC(=O)N[C@@H](CC(=O)[O-])C(=O)ON1C(CCC1=O)=O 2,5-dioxopyrrolidin-1-yl N2-(tert-butoxycarbonyl)-L-aspartate